4-isopropyl-3,5-dimethoxy-benzoyl-imidazole C(C)(C)C1=C(C=C(C(=O)C=2NC=CN2)C=C1OC)OC